(1RS,2SR)-N-[(2R)-2-(3-chlorophenyl)-2-methoxy-propyl]-2-cyclopropyl-cyclopropanecarboxamide ClC=1C=C(C=CC1)[C@@](CNC(=O)[C@H]1[C@@H](C1)C1CC1)(C)OC |&1:12,13|